piperidinide [N-]1CCCCC1